(7,7-dimethyl-2-bicyclo[3.1.1]heptyl)methanethiol CC1(C2C(CCC1C2)CS)C